FC(C(=O)O)(F)F.ClC=1C(=C(C=CC1)NC1=CC(=NC=2C=CNC(C12)=O)NC(=O)C1CC1)C=1C=NNC1 N-(4-((3-Chloro-2-(1H-pyrazol-4-yl)phenyl)amino)-5-oxo-5,6-dihydro-1,6-naphthyridin-2-yl)cyclopropanecarboxamide Trifluoroacetic Acid Salt